N-(3-methoxy-4-methylphenyl)amidosulfuric acid COC=1C=C(C=CC1C)NS(O)(=O)=O